(E)-4-(2-chlorophenyl)-2-(2-ethoxyformylbenzylidenehydrazino)thiazole ClC1=C(C=CC=C1)C=1N=C(SC1)N/N=C/C1=C(C=CC=C1)C(=O)OCC